N1(CCCCC1)C(C(C)C)=O (piperidin-1-yl)-2-methylpropan-1-one